O=C[C@@](O)([C@@H](O)[C@H](O)[C@H](O)CO)[3H] [2-3H]-mannose